2-dioxolylbutyrine O1C(OC=C1)C(N)(CC)C(=O)O